5-aminoindole NC=1C=C2C=CNC2=CC1